C=CCC1=NC(=C2C(=N1)N=CN2)N allyladenine